[2,2-difluoro-2-[4-(3-nitropyrazol-1-yl)phenyl]ethyl] 4-methylbenzenesulfonate CC1=CC=C(C=C1)S(=O)(=O)OCC(C1=CC=C(C=C1)N1N=C(C=C1)[N+](=O)[O-])(F)F